N-(4-(1-(1-(methylsulfonyl)azetidin-3-yl)-1H-pyrazol-4-yl)-1H-pyrrolo[2,3-b]pyridin-6-yl)cyclopropylcarboxamide CS(=O)(=O)N1CC(C1)N1N=CC(=C1)C1=C2C(=NC(=C1)NC(=O)C1CC1)NC=C2